C(CC(=O)OCCCC)(=O)OCCCC di(n-butyl) malonate